BrC1=C(C(=C(C=C1)F)Br)F 1,3-dibromo-2,4-difluorobenzene